N,N-Dimethyl-3-[6-({6-[(1S,4S)-5-methyl-2,5-diazabicyclo[2.2.1]heptan-2-yl]pyridin-2-yl}amino)-[1,3]thiazolo[5,4-c]pyridin-2-yl]benzamide CN(C(C1=CC(=CC=C1)C=1SC=2C=NC(=CC2N1)NC1=NC(=CC=C1)N1[C@@H]2CN([C@H](C1)C2)C)=O)C